Tertiary-butyl 2-(piperazin-1-yl)acetate N1(CCNCC1)CC(=O)OC(C)(C)C